Cl.[N+](=O)([O-])C=1C=C(C=CC1)CCN 2-(3-nitrophenyl)ethane-1-amine hydrochloride